FC1=C(C=CC(=C1)F)N1C(C2=C(CC1)N=C(S2)OCC2=CC=C(C#N)C=C2)=O 4-[[[5-(2,4-difluorophenyl)-4,5,6,7-tetrahydro-4-oxothiazolo[5,4-c]pyridin-2-yl]oxy]methyl]-benzonitrile